C1(=CC=CC=C1)C1(C(C(=O)OCC=C)=CC=CC1(C1=CC=CC=C1)C1=CC=CC=C1)C allyl 2,3,3-triphenyl-2-methylbenzoate